FC1=NN(C2=CC=CC=C12)C1=NCN(C=N1)C1=C(C=C(C(=C1)[N+](=O)[O-])F)OC 4-(3-fluoro-1H-indazol-1-yl)-N-(4-fluoro-2-methoxy-5-nitrophenyl)-1,3,5-triazin